N-(4-methyltetrahydro-2H-pyran-4-yl)nicotinamide CC1(CCOCC1)NC(C1=CN=CC=C1)=O